OC(C(=O)OC(C#CC(=O)OC(C)(C)C)C1=CC=CC=C1)C tert-butyl 4-((2-hydroxypropionyl) oxy)-4-phenylbut-2-ynoate